C(C)(=O)C1=CC=C(OCCCC(=O)NC2=C(C(=O)NC3=CC=C(C(=O)O)C=C3)C=CC=C2)C=C1 4-(2-(4-(4-Acetylphenoxy)butyrylamino)benzoylamino)benzoic acid